FC(C1(OCCO1)COC1=CC=C(C=C1)CO)(F)F 4-[[2-(trifluoromethyl)-1,3-dioxolan-2-yl]methoxy]-benzenemethanol